BrC=1C=CC(=C(C1)S(=O)(=O)NC=1C(=CC2=C(C(=NO2)CC)C1)OC)OC 5-bromo-N-(3-ethyl-6-methoxybenzo[d]isoxazol-5-yl)-2-methoxybenzenesulfonamide